(l)-4-[[3-[5-(trifluoromethyl)-2-thienyl]imidazo[1,2-b]pyridazin-6-yl]amino]azepane-1-carboxylic acid tert-butyl ester C(C)(C)(C)OC(=O)N1CCC(CCC1)NC=1C=CC=2N(N1)C(=CN2)C=2SC(=CC2)C(F)(F)F